C1(CC1)C1=NC=NC(=C1C1=NC=C2N=C(N(C2=N1)CC1=CC=C(C=C1)C=1C(=NNC1C)C(F)(F)F)CC)OC 2-(4-cyclopropyl-6-methoxypyrimidin-5-yl)-8-ethyl-9-(4-(5-methyl-3-(trifluoromethyl)-1H-pyrazol-4-yl)benzyl)-9H-purine